1-chloro-4-n-octylbenzene ClC1=CC=C(C=C1)CCCCCCCC